FC1=C(C=C(C=C1)F)C1(CC1)NCC(=O)N1CC2CCC(C1)N2C2=NC=C(C#N)C=C2 6-(3-((1-(2,5-difluorophenyl)cyclopropyl)glycyl)-3,8-diazabicyclo[3.2.1]octan-8-yl)nicotinonitrile